C(SC#N)SC#N Methylene dithiocyanate